1-(4-((4'-((3,3-dimethylpiperazin-1-yl)methyl)-[1,1'-biphenyl]-4-yl)methyl)phenyl)-5-methyl-1H-1,2,4-triazole-3-carboxamide CC1(CN(CCN1)CC1=CC=C(C=C1)C1=CC=C(C=C1)CC1=CC=C(C=C1)N1N=C(N=C1C)C(=O)N)C